1,3,6-tribromo-2-hydroxypyrene BrC1=C(C(=C2C=CC3=C(C=CC4=CC=C1C2=C34)Br)Br)O